C(C1=CC=CC=C1)(=O)NC=1C(=C(C(=O)N(C(=O)C2CC2)C2=C(C=C(C=C2C)C(C(F)(F)F)(C(F)(F)F)F)Br)C=CC1)F 3-benzamido-N-(2-bromo-6-methyl-4-(perfluoropropan-2-yl)phenyl)-N-(cyclopropanecarbonyl)-2-fluorobenzamide